BrC=1C(=C(C(=CC1)Cl)C(C)=O)OC 1-(3-bromo-6-chloro-2-methoxyphenyl)ethanone